(-)-2-(10-Methyl-9,10-dihydrophenanthren-9-yl)-N,N-dipropylacetamide CC1C(C2=CC=CC=C2C=2C=CC=CC12)CC(=O)N(CCC)CCC